C[C@@H]1OC[C@@]2([C@H](O1)C1=CC=C(C=C1C2)C)C |r| (2RS,4aRS,9bRS)-2,4a,7-trimethyl-4,4a,5,9b-tetrahydroindeno[1,2-d][1,3]dioxine